ClC1=CC(=C(C(=N1)C)F)O 6-chloro-3-fluoro-2-methylpyridin-4-ol